isopropyl ((1r,4r)-4-(5-(2-(N-(tert-butyl)sulfamoyl)-4-(3-(4-fluorobenzyl)ureido)phenyl)thiazol-2-yl)cyclohexyl)carbamate C(C)(C)(C)NS(=O)(=O)C1=C(C=CC(=C1)NC(=O)NCC1=CC=C(C=C1)F)C1=CN=C(S1)C1CCC(CC1)NC(OC(C)C)=O